FC(C(=O)O)(F)F.FC1=C(C=CC(=C1)F)S(=O)(=O)NC=1C(=NC=C(C1)C=1C=C2C(=CC=NC2=CC1)N1CCNCC1)OC 2,4-Difluoro-N-(2-methoxy-5-(4-(piperazin-1-yl)quinolin-6-yl)pyridin-3-yl)benzenesulfonamide trifluoroacetate